N-[5-(difluoromethoxy)-4,6-dimethoxy-pyrimidin-2-yl]-6-(difluoromethyl)-1H-pyrrolo[2,3-b]pyridine-3-sulfonic acid amide FC(OC=1C(=NC(=NC1OC)NS(=O)(=O)C1=CNC2=NC(=CC=C21)C(F)F)OC)F